C[Si](OC1=C[C@@H]2CC[C@H](C1)N2C(=O)OC(C)(C)C)(C)C |r| (±)-tert-butyl (1S,5R)-3-((trimethylsilyl)oxy)-8-azabicyclo[3.2.1]oct-2-ene-8-carboxylate